3-(5-bromo-2-methoxyphenyl)-1-(3,4-dimethoxyphenyl)-2-propen-1-one BrC=1C=CC(=C(C1)C=CC(=O)C1=CC(=C(C=C1)OC)OC)OC